3-(5-((2-(3-(2-methylpyridin-4-yl)azetidin-1-yl)cyclohex-yl)oxy)-1-oxoisoindolin-2-yl)piperidine-2,6-dione CC1=NC=CC(=C1)C1CN(C1)C1C(CCCC1)OC=1C=C2CN(C(C2=CC1)=O)C1C(NC(CC1)=O)=O